IC1=C(C=CC=C1)[C@H]1[C@H](CCCC1)N(C([O-])=O)C(CC)OCOC 1-(2-iodophenyl)-(S)-1-methoxymethoxypropyl-(S)-2-cyclohexylcarbamate